C(C)O[C@H]1[C@@H](C1)NC(=O)C=1C=C(C(N(C1)CC1=C(C(=CC=C1)C)F)=O)C(=O)NC |r| (+/-)-N5-((trans)-2-ethoxycyclopropyl)-1-(2-fluoro-3-methylbenzyl)-N3-methyl-2-oxo-1,2-dihydropyridine-3,5-dicarboxamide